[N+](=O)([O-])C1=CC(=C(C#N)C=C1)[N+](=O)[O-] 4-nitronitrobenzonitrile